diglycerol tetra(2-ethylhexanoate) C(C)C(C(=O)O)CCCC.C(C)C(C(=O)O)CCCC.C(C)C(C(=O)O)CCCC.C(C)C(C(=O)O)CCCC.OCC(O)CO.OCC(O)CO